N-(1-cyano-2-(2-oxopiperidin-3-yl)ethyl)-4,4-difluoro-2-(9-hydroxy-9H-fluorene-9-carbonyl)octahydrocyclopenta[c]pyrrole-1-carboxamide C(#N)C(CC1C(NCCC1)=O)NC(=O)C1N(CC2C1CCC2(F)F)C(=O)C2(C1=CC=CC=C1C=1C=CC=CC21)O